Methyl 3-(3-chloro-2-fluoro-4-morpholino-anilino)-5-(methylamino)-6-(3-methylimidazo[4,5-c]pyridin-7-yl)pyrazine-2-carboxylate ClC=1C(=C(NC=2C(=NC(=C(N2)NC)C=2C3=C(C=NC2)N(C=N3)C)C(=O)OC)C=CC1N1CCOCC1)F